N[C@H](CO)C(=O)N1C[C@@]2(CC1)C(NC1=CC(=C(C=C12)Cl)Cl)=O (S)-1'-(D-seryl)-5,6-dichlorospiro[indoline-3,3'-pyrrolidin]-2-one